CC1=CC=CC(=N1)NC(=S)N N-(6-methyl-2-pyridyl)thiourea